C(C)[C@]1(C(OCC=2C(N3CC=4C(=NC=5C=C(C(=C6C5C4[C@H](CC6)CCO)C)F)C3=CC21)=O)=O)O (1R,9S)-9-ethyl-5-fluoro-9-hydroxy-1-(2-hydroxyethyl)-4-methyl-1,2,3,9,12,15-hexahydro-10H,13H-benzo[de]pyrano[3',4':6,7]indolizino[1,2-b]quinoline-10,13-dione